BrC1=NC=CC=C1COC 2-bromo-3-(methoxymethyl)pyridine